ClC=1C=CC(=C(N[C@H](C)C=2C=C(C=C3C(C(=C(OC23)N2CCC(CC2)(C)C)C)=O)C)C1)B1OCC(CO1)(C)C 8-[(1R)-1-[5-chloro-2-(5,5-dimethyl-1,3,2-dioxaborinan-2-yl)anilino]ethyl]-2-(4,4-dimethyl-1-piperidyl)-3,6-dimethyl-chromen-4-one